Methyl (3S)-3-(3-(3,5-dimethyl-1H-pyrazol-1-yl)phenyl)-3-(2-(4-((5-fluoro-1,4,5,6-tetrahydropyrimidin-2-yl)amino)-1H-indazole-6-carboxamido)acetamido)propanoate CC1=NN(C(=C1)C)C=1C=C(C=CC1)[C@H](CC(=O)OC)NC(CNC(=O)C1=CC(=C2C=NNC2=C1)NC=1NCC(CN1)F)=O